ClC1=NC(=C2N=CN(C2=N1)C1OCCCC1)NCC1=CC(=CC=C1)O Chloro-6-[(3-hydroxybenzyl)amino]-9-(tetrahydro-2H-pyran-2-yl)-9H-purine